1-methyl-1-ethylpropylene CC(=CC)CC